ClC1=CC=2N(N=C3C2[C@H]2C4=C(C(N([C@@H]3C2)C([2H])([2H])[2H])=O)C=CC=C4OC(F)F)C=C1C (7R,14S)-12-chloro-1-(difluoromethoxy)-11-methyl-6-(methyl-d3)-6,7-dihydro-7,14-methanobenzo[c]pyrido[1',2':1,5]pyrazolo[4,3-f]azocin-5(14H)-one